3-(phenyl-d5)-9-(7-(4,4,5,5-tetramethyl-1,3,2-dioxaborolan-2-yl)dibenzo[b,d]furan-4-yl)-9H-carbazole-1,2,4,5,6,7,8-d7 C1(=C(C(=C(C(=C1[2H])[2H])[2H])[2H])[2H])C1=C(C(=C2N(C3=C(C(=C(C(=C3C2=C1[2H])[2H])[2H])[2H])[2H])C1=CC=CC2=C1OC1=C2C=CC(=C1)B1OC(C(O1)(C)C)(C)C)[2H])[2H]